CN(CCC=O)C1CCOCC1 3-[METHYL(OXAN-4-YL)AMINO]PROPANAL